ClC1=CC=C(C=C1)C1=NN(C(C1)C1=CC=C(C=C1)OC)C(=O)C1C(OC2=C(C1)C=CC(=C2)OCCC[Se]C#N)=O 3-(3-(4-chlorophenyl)-5-(4-methoxyphenyl)-4,5-dihydro-1H-pyrazole-1-carbonyl)-7-(3-cyanoselenopropoxy)-dihydro-benzopyran-2-one